ClC=1N(C(=C2CCCC(C12)=O)C(=O)NC1=CC(=C(C=C1)F)Cl)C 3-Chloro-N-(3-chloro-4-fluorophenyl)-2-methyl-4-oxo-4,5,6,7-tetrahydro-2H-isoindole-1-carboxamide